N,N'-dimethyl-1,2-diaminopropane CNCC(C)NC